NC=1C(=CSC1)C(=O)OC methyl 4-aminothiophene-3-carboxylate